(E)-1-(5-cyclopropyl-2-nitro-phenyl)-N-[1-(2,2,3,3,3-pentafluoro-propyl)pyrazolo[3,4-c]pyridin-5-yl]methanimine C1(CC1)C=1C=CC(=C(C1)\C=N\C=1C=C2C(=CN1)N(N=C2)CC(C(F)(F)F)(F)F)[N+](=O)[O-]